Nitrogen (5-(1-benzyl-1,7-diazaspiro[4.4]nonan-7-yl)-2-pyridinyl)-5-fluoro-4-(3-isopropyl-2-methyl-2H-indazol-5-yl)pyrimidin-2-amine C(C1=CC=CC=C1)N1CCCC12CN(CC2)C=2C=CC(=NC2)C2=C(C(=NC(=N2)N)C2=CC1=C(N(N=C1C=C2)C)C(C)C)F.[N]